tert-butyl-rel-(2R,3R)-3-amino-3-(prop-2-en-1-yl)-2-({[(CIS)-4-phenylcyclohexyl]oxy}methyl)piperidine-1-carboxylate C(C)(C)(C)OC(=O)N1[C@H]([C@@](CCC1)(CC=C)N)CO[C@@H]1CC[C@@H](CC1)C1=CC=CC=C1 |o1:8,9|